1',2'-dihydro-3'H-spiro[cyclopropane-1,4'-[2,7]Naphthyridin]-3'-one C1NC(C2(C3=CC=NC=C13)CC2)=O